C1(=CC=C(C=C1)C1=NOC(C1(C)C)CC1=NC2=CC=CC=C2C(=C1)C)C1=CC=CC=C1 3-([1,1'-biphenyl]-4-yl)-4,4-dimethyl-5-((4-methylquinolin-2-yl)methyl)-4,5-dihydroisoxazole